3'-((4-fluorobenzyl)sulfonyl)-4-methoxy-5'-morpholino-[1,1'-biphenyl]-3-amine FC1=CC=C(CS(=O)(=O)C=2C=C(C=C(C2)N2CCOCC2)C2=CC(=C(C=C2)OC)N)C=C1